C(C)(C)(C)P(C1=CC(=CC=C1)C(C)C)C(C)(C)C di(tert-butyl)(3-isopropylphenyl)phosphine